1-(7-bromo-6-chloro-8-fluoro-4-hydroxyquinolin-3-yl)ethan-1-one BrC1=C(C=C2C(=C(C=NC2=C1F)C(C)=O)O)Cl